2-cyclopropenyl vinyl ketone C(=C)C(=O)C1C=C1